N-[4-(3-chloro-2-fluoro-anilino)-7-[2-[(1S,5R)-3-methyl-3-azabicyclo[3.1.0]hexan-1-yl]ethynyl]quinazolin-6-yl]prop-2-enamide ClC=1C(=C(NC2=NC=NC3=CC(=C(C=C23)NC(C=C)=O)C#C[C@]23CN(C[C@@H]3C2)C)C=CC1)F